CC(=O)N[C@@H]1[C@H](C[C@@](O[C@H]1[C@@H]([C@@H](CO)O)O)(C(=O)O)OC[C@@H]2[C@H]([C@@H]([C@H](C(O2)O)NC(=O)C)O)O)O The molecule is an amino disaccharide consisting of N-acetylneuraminic acid and D-glucopyranose residues joined in sequence by a (1->6) glycosidic bond. It is a member of neuraminic acids, an amino disaccharide and a member of acetamides.